C(CCCCC)OP(OCC)(=O)CC(CCCC)CC 2-ethyl-hexyl-phosphonic acid mono-2-ethyl hexyl ester